1-(3-chloro-5-nitropyridin-2-yl)-4-(3,3,3-trifluoropropyl)piperazine ClC=1C(=NC=C(C1)[N+](=O)[O-])N1CCN(CC1)CCC(F)(F)F